2,3-Difluoro-5-(5-(4-(methyl-sulfonyl)piperazin-1-yl)-1H-pyrazolo[4,3-b]pyridine-1-yl)-phenol FC1=C(C=C(C=C1F)N1N=CC2=NC(=CC=C21)N2CCN(CC2)S(=O)(=O)C)O